cis-2-[4-[(2r,4r)-4-fluoro-2-(hydroxymethyl)-1-pyrrolidinyl]-1-piperidinyl]-6-azaspiro[3.4]octane-6-carboxylic acid ethyl ester C(C)OC(=O)N1CC2(CC(C2)N2CCC(CC2)N2[C@H](C[C@H](C2)F)CO)CC1